N[C@@H](CC(=O)OCC)C1=CC(=CC=C1)C=1SC=CC1 ethyl (S)-3-amino-3-(3-(thiophen-2-yl)phenyl)propanoate